C(N)(=O)[C@@H]1C[C@@]2(CN1C(=O)OC(C)(C)C)C(NC1=C(O2)C(=CC=C1)C1CC1)=O t-butyl (2R,5'S)-5'-carbamoyl-8-cyclopropyl-3-oxo-3,4-dihydrospiro[benzo[b][1,4]oxazine-2,3'-pyrrolidine]-1'-carboxylate